ClC1=NC(=C(C2=C1C(N(C2)CC2=C(C=C(C=C2)OC)OC)=O)F)N[C@@H]2[C@@H](CCCC2)NC(OC(C)(C)C)=O cis-tert-Butyl 2-(4-chloro-2-(2,4-dimethoxybenzyl)-7-fluoro-3-oxo-2,3-dihydro-1H-pyrrolo[3,4-c]pyridin-6-ylamino)cyclohexylcarbamate